Bis-biphenyl-4-yl-(9,9-diphenyl-9H-fluoren-4-yl)amine C1(=CC=C(C=C1)N(C1=CC=CC=2C(C3=CC=CC=C3C12)(C1=CC=CC=C1)C1=CC=CC=C1)C1=CC=C(C=C1)C1=CC=CC=C1)C1=CC=CC=C1